OC(C(=O)[O-])C(C(CO)O)O 2,3,4,5-tetrahydroxypentanoate